7-{[1-(2-fluorophenyl)-1H-1,2,3-triazol-4-yl](Oxetan-3-yl)methyl}-5-(4-methoxypyrimidin-5-yl)-7H-pyrrolo[2,3-d]Pyrimidin-4-amine FC1=C(C=CC=C1)N1N=NC(=C1)C(N1C=C(C2=C1N=CN=C2N)C=2C(=NC=NC2)OC)C2COC2